1-(5-Aminopyridin-2-yl)-2-methyl-2-(1-methylimidazol-4-yl)-1-propanone NC=1C=CC(=NC1)C(C(C)(C=1N=CN(C1)C)C)=O